p-nitrobenzenesulfonylmethylamine [N+](=O)([O-])C1=CC=C(C=C1)S(=O)(=O)CN